1-(bromomethyl)-1-fluorocyclopropane BrCC1(CC1)F